6-methoxy-10-methoxymethyl-2-methyl-7-(1-methyl-1H-pyrrol-4-yl)-9,10-dihydro-8-oxa-2,4,10a-triazanaphtho[2,1,8-cde]azulen-1(2H)-one COC=1C=C2N=CC=3N(C(N4C(COC(=C2C34)C1C=1C=CN(C1)C)COC)=O)C